NC1=CC(=C(CC=2C=C(C(N(N2)CC2=CC=C(C=C2)OC)=O)C2C(CCC2)C)C(=C1)C)C 6-(4-amino-2,6-dimethylbenzyl)-2-(4-methoxybenzyl)-4-(2-methylcyclopentyl)pyridazin-3(2H)-one